ClC1=CC(=C(C=C1)C1=NC=C(C=N1)CCN)OC=1C=NN(C1)C(C)C 2-[2-[4-chloro-2-(1-propan-2-ylpyrazol-4-yl)oxyphenyl]pyrimidin-5-yl]ethanamine